C1(=CC=CC=C1)P(C1=CC=CC=C1)C1=CC=CC=C1.COC=1C=C(CCl)C=CC1OCC1=CC=CC=C1 3-methoxy-4-benzyloxybenzyl chloride triphenylphosphine salt